4,6,7-trifluoro-3-formyl-1H-indole-2-carboxylic acid methyl ester COC(=O)C=1NC2=C(C(=CC(=C2C1C=O)F)F)F